6-[4-[Acetyl(cyclopropylmethyl)amino]-3-chloro-phenyl]-N-(3-pyridyl)pyridine-3-carboxamide C(C)(=O)N(C1=C(C=C(C=C1)C1=CC=C(C=N1)C(=O)NC=1C=NC=CC1)Cl)CC1CC1